2-(2,3-Bis(t-butoxycarbonyl)guanidino)-5-methylpyridine C(C)(C)(C)OC(=O)N=C(NC1=NC=C(C=C1)C)NC(=O)OC(C)(C)C